1-(4-(4-(3-(2,4-dihydroxy-5-isopropylphenyl)-5-hydroxy-4H-1,2,4-triazol-4-yl)benzyl)piperazine-1-yl)propan-1-one OC1=C(C=C(C(=C1)O)C(C)C)C1=NN=C(N1C1=CC=C(CN2CCN(CC2)C(CC)=O)C=C1)O